N1(C(CCCC1)C(=O)O)C(=O)O.ClC1=CC(=C(C=N1)NC(=O)C1(CN(C1)C[C@H]1OC(OC1)(C)C)C1=C(C=CC=C1)C(C)C)OC (R)-N-(6-chloro-4-methoxypyridin-3-yl)-1-((2,2-dimethyl-1,3-dioxolan-4-yl)methyl)-3-(2-isopropylphenyl)azetidine-3-carboxamide Piperidine-1,2-dicarboxylate